C12NC(C(CC1)C2)C(=O)OC methyl 2-azabicyclo[2.2.1]heptan-3-carboxylate